2-(1H-imidazole-1-yl)-1-phenylethane N1(C=NC=C1)CCC1=CC=CC=C1